tert-butyl 2'-(3-chloro-1H-pyrrolo[2,3-b]pyridin-5-yl)-5',6'-dihydrospiro[azetidine-3,4'-pyrrolo[1,2-b]pyrazole]-1-carboxylate ClC1=CNC2=NC=C(C=C21)C=2C=C1N(N2)CCC12CN(C2)C(=O)OC(C)(C)C